4-[2-amino-5-(3-chloro-4-fluoro-phenyl)-3-pyridyl]-2-methoxy-phenol NC1=NC=C(C=C1C1=CC(=C(C=C1)O)OC)C1=CC(=C(C=C1)F)Cl